N-(5,6-Dimethoxypyridin-3-yl)acetamide tert-Butyl-(S)-5-amino-4-(5-bromo-7-fluoro-4-hydroxy-1-oxoisoindolin-2-yl)-5-oxopentanoate C(C)(C)(C)OC(CC[C@@H](C(=O)N)N1C(C2=C(C=C(C(=C2C1)O)Br)F)=O)=O.COC=1C=C(C=NC1OC)NC(C)=O